C(C)OC(=O)C1=NC=C(C=C1F)F 3,5-difluoro-pyridine-2-carboxylic acid ethyl ester